titanium-copper-nickel-gold [Au].[Ni].[Cu].[Ti]